2-(1-methylhexyl)-5-methylphenol, potassium salt [K].CC(CCCCC)C1=C(C=C(C=C1)C)O